[C@H]1([C@H](C1)N1C=C2C(=NN(C(C2=CC1=O)=O)C)N[C@H](C)C1=C(C(=CC=C1)C(F)F)F)C1CC1 6-((1R,2S)-[1,1'-bi(cyclopropan)]-2-yl)-4-(((R)-1-(3-(difluoromethyl)-2-fluorophenyl)ethyl)amino)-2-methyl-2,6-dihydropyrido[3,4-d]pyridazine-1,7-dione